naphthylvinylphenyl ketone C1(=CC=CC2=CC=CC=C12)C=CC(=O)C1=CC=CC=C1